2-benzyl-6-(pyridin-2-yl)-4-(trifluoromethyl)-4,5-dihydropyridazin-3(2H)-one C(C1=CC=CC=C1)N1N=C(CC(C1=O)C(F)(F)F)C1=NC=CC=C1